(S)-N-((3-bromopyridin-3-yl)methylene)-2-methylpropan-2-sulfinamide BrC1(CN=CC=C1)C=N[S@@](=O)C(C)(C)C